N5-[(3R)-azepan-3-yl]-7-(2-fluoro-6-methyl-phenyl)isoquinoline-3,5-diamine N1C[C@@H](CCCC1)NC=1C=2C=C(N=CC2C=C(C1)C1=C(C=CC=C1C)F)N